C(CC)OC=1C=C(C=CC1OCCC)C=1C(=NON1)C1(C(=O)N)C(C=CC=C1)OC 1-[4-(3,4-dipropoxyphenyl)-1,2,5-oxadiazol-3-yl]-2-methoxybenzamide